CC1=C(C=CC=2N1N=CN2)N2CC1(CC1(C2)C(F)(F)F)C(=O)O 3-(5-methyl-[1,2,4]triazolo[1,5-a]pyridin-6-yl)-5-(trifluoromethyl)-3-azabicyclo[3.1.0]hexane-1-carboxylic acid